ClC1=CN=C2C(=NC(=NN21)C2=C(C=CC=C2F)F)NC2CCNCC2 [7-Chloro-2-(2,6-difluoro-phenyl)-imidazo[2,1-f][1,2,4]triazin-4-yl]-piperidin-4-yl-amine